C(=CCCCCCCCC)OC=CCCCCCCCC decenyl ether